(R)-N-(5-(5-ethyl-1,2,4-oxadiazol-3-yl)-2,3-dihydro-1H-inden-1-yl)-1-methylcyclopropane-1-carboxamide C(C)C1=NC(=NO1)C=1C=C2CC[C@H](C2=CC1)NC(=O)C1(CC1)C